3,3',4,4'-biphenyltetracarboxylic diamide C1(=CC(=C(C=C1)C(=O)O)C(=O)N)C1=CC(=C(C=C1)C(=O)O)C(=O)N